[4-[[(3-Fluoro-2-methoxy-benzoyl)amino]methyl]phenyl]boronic acid FC=1C(=C(C(=O)NCC2=CC=C(C=C2)B(O)O)C=CC1)OC